3-[4-[7-[[6-(2-aminoethylamino)-6-oxohexyl]-ethyl-amino]-2-oxo-chromen-3-yl]pyridin-1-ium-1-yl]propane-1-sulphonate NCCNC(CCCCCN(C1=CC=C2C=C(C(OC2=C1)=O)C1=CC=[N+](C=C1)CCCS(=O)(=O)[O-])CC)=O